(S)-N-[(R)-[5-chloro-4-methyl-2-(prop-2-en-1-yloxy)phenyl][1-(6-oxo-1H-pyridine-3-carbonyl)piperidin-4-yl]methyl]-2-methylpropane-2-sulfinamide ClC=1C(=CC(=C(C1)[C@H](N[S@@](=O)C(C)(C)C)C1CCN(CC1)C(=O)C1=CNC(C=C1)=O)OCC=C)C